C(N)(OCCCCOC(N)=O)=O tetramethylene dicarbamate